benzyl (3-(4-nitrophenyl)bicyclo[1.1.1]pentan-1-yl)carbamate [N+](=O)([O-])C1=CC=C(C=C1)C12CC(C1)(C2)NC(OCC2=CC=CC=C2)=O